Cl.C1(CCCCC1)CCNCC1=C(N(C)C)C=CC=C1 2-((2-cyclohexylethylamino)methyl)-N,N-dimethylaniline hydrochloride